ClC1=C(C(=CC=C1)F)C=1OCC(N1)C1=CC=C(C=C1)C(C)(C)C 2-(2-chloro-6-fluorophenyl)-4-[4-(1,1-dimethylethyl)-phenyl]-4,5-dihydro-oxazole